3-(bromomethyl)-5-methoxyphenol BrCC=1C=C(C=C(C1)OC)O